1-(3-methyl-2-pyridinyl)homopiperazine sodium benzene-sulfonate C1(=CC=CC=C1)S(=O)(=O)[O-].[Na+].CC=1C(=NC=CC1)N1CCNCCC1